Cl.O1C[C@H](CC1)N (3S)-tetrahydrofuran-3-amine hydrochloride